Tert-Butyl 4-(2-hydroxyethyl)piperazine-1-carboxylate OCCN1CCN(CC1)C(=O)OC(C)(C)C